BrC1=C(C(=O)O)C=C(C=C1)S(=O)(=O)N1CCN(CC1)C 2-bromo-5-(4-methylpiperazin-1-ylsulfonyl)benzoic acid